bis-cyclopentadienyl-hafnium C1(C=CC=C1)[Hf]C1C=CC=C1